C(N)(=O)C1=CC2=C(N(C=N2)C[C@@H]2CC[C@H](CC2)C(=O)O)C=C1F trans-4-[(5-carbamoyl-6-fluoro-benzimidazol-1-yl)methyl]cyclohexanecarboxylic acid